3,4'-dimethylbenzidine CC=1C=C(C=CC1N)C1=CCC(N)(C=C1)C